N'-(di(pyridin-2-yl)methylene)-6-(pyridin-2-yl)-2,6-diazaspiro[3.3]heptane-2-thiohydrazide N1=C(C=CC=C1)C(=NNC(=S)N1CC2(C1)CN(C2)C2=NC=CC=C2)C2=NC=CC=C2